(1R,2S,5S)-3-[(2S)-3,3-dimethyl-2-(tetrahydrofuran-3-carbonylamino)butanoyl]-6,6-dimethyl-3-azabicyclo[3.1.0]hexane-2-carboxylic acid CC([C@@H](C(=O)N1[C@@H]([C@H]2C([C@H]2C1)(C)C)C(=O)O)NC(=O)C1COCC1)(C)C